O=C1NC(CCC1N1C(C2=CC=CC(=C2C1)CCCCCCCN1CCN(CC1)C1=CC=C(N=N1)C(=O)N1CCC(CC1)CCCCNC(\C=C\C=1C=NC=CC1)=O)=O)=O (E)-N-(4-(1-(6-(4-(7-(2-(2,6-dioxopiperidin-3-yl)-1-oxoisoindoline-4-yl)heptyl)piperazin-1-yl)pyridazine-3-carbonyl)piperidin-4-yl)butyl)-3-(pyridin-3-yl)acrylamide